C(C1=CC=CC=C1)OC=1C=CC2=C(C(=C(O2)C)C(=O)N[C@@H]2CN(C[C@@H]2F)C(=O)OC(C)(C)C)C1 tert-butyl cis-3-(5-(benzyloxy)-2-methylbenzofuran-3-carboxamido)-4-fluoropyrrolidine-1-carboxylate